N-methyl-picolineamide CNC(C1=NC=CC=C1)=O